di(hexyl-thiophenecarboxamide) sodium [Na].C(CCCCC)C1=C(SC=C1)C(=O)N.C(CCCCC)C1=C(SC=C1)C(=O)N